3-((tert-butyldimethylsilyl)oxy)-2'-(8-fluoro-2-phenylquinolin-7-yl)-3-methyl-5'-oxo-5',6'-dihydro-4'H-spiro[cyclobutane-1,7'-pyrazolo[1,5-a]pyrimidine]-3'-carbonitrile [Si](C)(C)(C(C)(C)C)OC1(CC2(CC(NC=3N2N=C(C3C#N)C3=CC=C2C=CC(=NC2=C3F)C3=CC=CC=C3)=O)C1)C